4-Bromo-6-methoxycinnoline BrC1=CN=NC2=CC=C(C=C12)OC